COCCOC(=O)C=1C=NN(C1)C=1C=C2C(=CN(C2=CC1)C(C)C)C#N 1-(3-cyano-1-isopropyl-1H-indol-5-yl)-1H-pyrazole-4-carboxylic acid (2-methoxy)ethyl ester